N-(2,6-diisopropylphenyl)benzamidine C(C)(C)C1=C(C(=CC=C1)C(C)C)NC(C1=CC=CC=C1)=N